2,3-dihydro-benzo[1,4]dioxine-6-carboxylic acid (2-piperidin-1-yl-benzooxazol-5-yl)-amide N1(CCCCC1)C=1OC2=C(N1)C=C(C=C2)NC(=O)C2=CC1=C(OCCO1)C=C2